Glycerine Acetoacetate C(CC(=O)C)(=O)O.OCC(O)CO